OCCC1=CC=C(C=C1)NS(=O)=O.[Na] Sodium N-[4-(2-hydroxyethyl)phenyl]sulfonamide